Cl.O=C1N(CC2=CC3=C(C=C12)OC[C@@H]1N3CCNC1)[C@H]1C(NC(CC1)=O)=O (R)-3-((R)-8-oxo-1,2,3,4,4a,5,8,10-octahydro-9H-pyrazino[1',2':4,5][1,4]oxazino[2,3-f]isoindol-9-yl)piperidine-2,6-dione hydrochloride